O1N=NC(=C1)C1CCC=2C(=NC=CC2)O1 OXADIAZOLYL-DIHYDROPYRANO[2,3-b]PYRIDINE